5-(4-(((5-chloropyridin-3-yl)methyl)amino)-2-(1-(2-hydroxy-2-methylpropyl)1H-pyrazol-4-yl)quinazolin-6-yl)-1-methylpyridin-2(1H)-one ClC=1C=C(C=NC1)CNC1=NC(=NC2=CC=C(C=C12)C=1C=CC(N(C1)C)=O)C=1C=NN(C1)CC(C)(C)O